C(C)C1=NN=C(O1)[C@@]12C[C@@H](C[C@@H](N1C(=O)NC1=C(C=C(C(=C1)C1=NN(C=N1)C)C(F)(F)F)F)C2)C (1S,3R,5R)-1-(5-ethyl-1,3,4-oxadiazol-2-yl)-N-(2-fluoro-5-(1-methyl-1H-1,2,4-triazol-3-yl)-4-(trifluoromethyl)phenyl)-3-methyl-6-azabicyclo[3.1.1]heptane-6-carboxamide